FC1=CC=C(C=C1)CNC(=O)C1CN(C(C1)=O)C1=CC=C(C=C1)OC N-[(4-fluorophenyl)methyl]-1-(4-methoxyphenyl)-5-oxopyrrolidine-3-carboxamid